COC=1C=C(C=CC1OC)NC1N(C(=NC(=N1)N)N1CCOCC1)C1=CC=C(C=C1)CC N-(3,4-Dimethoxyphenyl)-N1-(4-ethylphenyl)-6-morpholin-4-yl-[1,3,5]triazine-2,4-diamine